C(C(=C)C)(=O)O.C1(CCCCC1)C=C(C(=O)OC1CCCCC1)C cyclohexyl (cyclohexyl (methacrylate)) methacrylate